2-chloro-N-(2,2,2-trifluoroethyl)benzoyl-Amine ClC1=C(C(=O)NCC(F)(F)F)C=CC=C1